1-((6-bromopyridin-3-yl)methyl)-N,N-dimethylpiperidin-4-amine BrC1=CC=C(C=N1)CN1CCC(CC1)N(C)C